N-ethyl-2-(7-fluoro-5-methoxy-1H-indazol-3-yl)-N-methylethan-1-amine C(C)N(CCC1=NNC2=C(C=C(C=C12)OC)F)C